C(C)C1=NOC2(C=3C=NN(C3C[C@@H](C21)C)CC2=CC=C(C=C2)OC)O Ethyl-(4S)-8b-hydroxy-6-(4-methoxybenzyl)-4-methyl-3a,5,6,8b-tetrahydro-4H-isoxazolo[5,4-e]indazole